3,3-bis(2-hydroxyethyl)urea OCCN(C(N)=O)CCO